FC=1C=C(C=CC1F)C1(C(NC1)C)C(=O)OC methyl 3-(3,4-difluorophenyl)-2-methylazetidine-3-carboxylate